C1(CCC1)S(=O)(C1=CC=C(C=C1)[N+](=O)[O-])=N Cyclobutyl(imino)(4-nitrophenyl)-λ6-sulfanone